bis({[(propan-2-yloxy)carbonyl]oxy}methyl) {[(2R,3S,4R,5R)-5-(2-chloro-6-{[(1R)-1-(4-fluorophenyl)ethyl]amino}-9H-purin-9-yl)-3,4-dihydroxyoxolan-2-yl]methoxy}methanephosphonate ClC1=NC(=C2N=CN(C2=N1)[C@H]1[C@@H]([C@@H]([C@H](O1)COCP(OCOC(=O)OC(C)C)(=O)OCOC(=O)OC(C)C)O)O)N[C@H](C)C1=CC=C(C=C1)F